methyl (R)-2-((1-(3-chloro-7-fluoro-2-methyl-1-oxo-1,2-dihydroisoquinolin-5-yl)ethyl)amino)-6-fluorobenzoate ClC=1N(C(C2=CC(=CC(=C2C1)[C@@H](C)NC1=C(C(=O)OC)C(=CC=C1)F)F)=O)C